O1CCC(C2=C1C=CC=C2)N2CCN(CC2)C2=C(C(N(C1=CC=C(N=C21)C)C)=O)C#N 4-[4-(3,4-dihydro-2H-1-benzopyran-4-yl)piperazin-1-yl]-1,6-dimethyl-2-oxo-1,2-dihydro-1,5-naphthyridine-3-carbonitrile